4,7,10,13,16,19,22,25-octaazaoctacosan-1-oic acid C(CCNCCNCCNCCNCCNCCNCCNCCNCCC)(=O)O